OC[C@H]1N(CC(=C1)C1=NC=CC=C1)C(=O)OC(C)(C)C tert-butyl (S)-2-(hydroxymethyl)-4-(pyridin-2-yl)-2,5-dihydro-1H-pyrrole-1-carboxylate